C(C)(=O)OCC=1C(=NC=CC1C1=CN(C(C(=C1)NC1=NC=C(C=C1)C1CN(C1)C)=O)C)N1C(C=2C=C3CCCCN3C2CC1)=O (4-(1-Methyl-5-(5-(1-methylazetidin-3-yl)pyridin-2-ylamino)-6-oxo-1,6-dihydropyridin-3-yl)-2-(1-oxo-3,4,6,7,8,9-hexahydropyrido[3,4-b]indolizin-2(1H)-yl)pyridin-3-yl)methyl Acetate